C(C)OC1=CC=C(C=C1)N1C=2C(C3=CC(=CC=C13)C(=O)O)=CN(N2)C 8-(4-Ethoxyphenyl)-2-methyl-2H,8H-pyrazolo[3,4-b]indole-5-carboxylic acid